Cl.BrC=1C=C(C2=C(CCO2)C1)CN (5-bromo-2,3-dihydrobenzofuran-7-yl)methanamine hydrochloride